3-methoxy-5-methyl-isoxazole COC1=NOC(=C1)C